C(C(=C)C)(=O)OCC(COCCC[SiH2]C(O[Si](C)(C)C)O[Si](C)(C)C)O [3-(methacryloyloxy)-2-hydroxypropoxy]propyl-bis(trimethylsiloxy)methylsilane